N-(3-silylpropyl)-3,4,5-trihydroxybenzamide [SiH3]CCCNC(C1=CC(=C(C(=C1)O)O)O)=O